triphenylsulfonium 4-(2,4,6-tri-norbornyl-benzenesulfonyloxy)benzenesulfonate tert-butyl-3-[2-(2-iodanylethoxy)ethoxy]propanoate C(C)(C)(C)OC(CCOCCOCCI)=O.C12(CCC(CC1)C2)C2=C(C(=CC(=C2)C21CCC(CC2)C1)C12CCC(CC1)C2)S(=O)(=O)OC2=CC=C(C=C2)S(=O)(=O)[O-].C2(=CC=CC=C2)[S+](C2=CC=CC=C2)C2=CC=CC=C2